4-[(2R,3R)-2-(2-Chloro-3-methyl-phenyl)-1-[2-[3-cyclopropyl-5-(trifluoromethyl)pyrazol-1-yl]acetyl]pyrrolidin-3-yl]piperazin-2-one ClC1=C(C=CC=C1C)[C@H]1N(CC[C@H]1N1CC(NCC1)=O)C(CN1N=C(C=C1C(F)(F)F)C1CC1)=O